N-(4-bromophenyl)-3-oxobutanamide BrC1=CC=C(C=C1)NC(CC(C)=O)=O